CN1CCC(CC1)OC=1OC(=NN1)[C@@]12CN(C[C@]2(C1)C(F)(F)F)C1=C2C=CC=NC2=C(C=C1)C(F)(F)F 2-((1-methylpiperidin-4-yl)oxy)-5-((1S,5R)-5-(trifluoromethyl)-3-(8-(trifluoromethyl)quinolin-5-yl)-3-azabicyclo[3.1.0]hexane-1-yl)-1,3,4-oxadiazole